C(C1=CC=CC=C1)SC1=NC=CC=2C(=CC=CC12)N (benzylsulfanyl)isoquinolin-5-amine